(1-(2,2-dimethylcyclopropyl)-2-oxo-1,2-dihydropyridin-3-yl) carbamate C(N)(OC=1C(N(C=CC1)C1C(C1)(C)C)=O)=O